C(C)(C)(C)OC(=O)N1C[C@H](CC1)O (S)-3-hydroxy-pyrrolidine-1-carboxylic acid tert-butyl ester